(S)-6-methyl-2-(2-(5-methyl-1,2,3,4-tetrahydroquinolin-1-carbonyl)pyrrolidin-1-yl)-4-(trifluoromethyl)nicotinonitrile CC1=NC(=C(C#N)C(=C1)C(F)(F)F)N1[C@@H](CCC1)C(=O)N1CCCC2=C(C=CC=C12)C